3-(2-methyl-2H-indazol-5-yl)-N-(1-(piperidin-4-yl)-1H-pyrazol-4-yl)-1H-pyrrolo[2,3-b]pyridine-5-carboxamide CN1N=C2C=CC(=CC2=C1)C1=CNC2=NC=C(C=C21)C(=O)NC=2C=NN(C2)C2CCNCC2